vanadium oxide lithium phosphate P(=O)([O-])([O-])[O-].[Li+].[O-2].[V+5]